Inositol HexaNicotinate O=C(O[C@H]1[C@H](OC(=O)C2C=CC=NC=2)[C@@H](OC(=O)C2C=CC=NC=2)[C@H](OC(=O)C2C=CC=NC=2)[C@@H](OC(=O)C2C=CC=NC=2)[C@H]1OC(=O)C1C=CC=NC=1)C1C=CC=NC=1